NC1=C2C(=NC=N1)N(N=C2C2=CC=C(C=C2)OC2=CC=CC=C2)[C@H]2CN(CCC2)C(CC2=CC=C(CSC1=C3CN(C(C3=CC=C1)=O)C1C(NC(CC1)=O)=O)C=C2)=O 3-(4-((4-(2-((R)-3-(4-amino-3-(4-phenoxyphenyl)-1H-pyrazolo[3,4-d]pyrimidine-1-yl)piperidin-1-yl)-2-oxoethyl)benzyl)thio)-1-oxoisoindoline-2-yl)piperidine-2,6-dione